C(C)N1C=NC2=C1C=CC(=C2)F 1-ethyl-5-fluoro-1H-1,3-benzodiazol